1-methyl-pyrazolo[3,4-d]Pyrimidine-4,6-diamine CN1N=CC=2C1=NC(=NC2N)N